ClC1=NC=NC(=C1C1=C(C(=O)N)C=CC=C1I)Cl (4,6-dichloropyrimidin-5-yl)-3-iodobenzamide